ClC=1C(=CC2=C([C@@H]([C@](O2)(C2=CC=CC=C2)CNC(OC(C)(C)C)=O)C)C1B1OC(C(O1)(C)C)(C)C)F Tert-butyl (((2S,3S)-5-chloro-6-fluoro-3-methyl-2-phenyl-4-(4,4,5,5-tetramethyl-1,3,2-dioxaborolan-2-yl)-2,3-dihydrobenzofuran-2-yl)methyl)carbamate